[NH4+].CO.CO dimethanol ammonium